(R)-METHYL(1-PHENYLETHYL)PHOSPHORAMIDIC DICHLORIDE CN(P(=O)(Cl)Cl)[C@H](C)C1=CC=CC=C1